COCCOC1=CC=C(C=C1)N1C2=CC=CC=C2C=2C=C(C=CC12)N 9-(4-(2-methoxyethoxy)phenyl)-9H-carbazol-3-amine